C1C(CC12CCNCC2)NC(OC(C)(C)C)=O tert-butyl 7-azaspiro[3.5]non-2-ylcarbamate